C(C=C)N1C(C(=C(C2=CC=CN=C12)O)C(=O)OCC)=O ethyl 1-allyl-4-hydroxy-2-oxo-1,8-naphthyridine-3-carboxylate